CN1N=CC(=C1)C1=CN=CC(=N1)N1CCC2(OCCO2)CC1 8-[6-(1-methyl-1H-pyrazol-4-yl)pyrazin-2-yl]-1,4-dioxa-8-azaspiro[4.5]decane